(2-(((2-methoxyethyl)thio)methyl)pyridin-4-yl)carbamic acid tert-butyl ester C(C)(C)(C)OC(NC1=CC(=NC=C1)CSCCOC)=O